FC(C=1C=C(C(=O)N)C=CC1)(F)F 3-(trifluoromethyl)benzamid